5-{6-[2-(2-Cyano-7-fluoro-4-methoxy-indol-1-yl)-ethylamino]-pyrimidin-4-yl}-3-ethoxy-thiophene-2-carboxylic acid butyryloxymethyl ester C(CCC)(=O)OCOC(=O)C=1SC(=CC1OCC)C1=NC=NC(=C1)NCCN1C(=CC2=C(C=CC(=C12)F)OC)C#N